[N+](=O)([O-])[O-].[Al+3].[N+](=O)([O-])[O-].[N+](=O)([O-])[O-] Aluminium nitrat